CC1=CC=C(C=C1)C(C)=O 1-(4-(Methyl)Phenyl)-Ethanone